(2S,5R)-2-(N-((1,3-Oxazinan-2-yl) methyl) carbamimidoyl)-7-oxo-1,6-diazabicyclo[3.2.1]octan-6-yl hydrogen sulfate S(=O)(=O)(ON1[C@@H]2CC[C@H](N(C1=O)C2)C(NCC2OCCCN2)=N)O